2,2',6,6'-tetrafluorobenzidine FC1=C(C(=CC(=C1)N)F)C1=C(C=C(N)C=C1F)F